C(#N)C=1C(=NC(=C(C1CC)C#N)N1CCC(CC1)C#N)SC(C(=O)N)C1=CC=CC=C1 2-((3,5-dicyano-6-(4-cyanopiperidin-1-yl)-4-ethylpyridin-2-yl)sulfanyl)-2-phenylacetamide